4-[2-[4-[1-[4-(trifluoromethoxy)phenyl]pyrazol-4-yl]-1-piperidyl]ethyl]morpholine FC(OC1=CC=C(C=C1)N1N=CC(=C1)C1CCN(CC1)CCN1CCOCC1)(F)F